2-(4-chloro-3-fluorophenoxy)-N-{(3R)-4-[5-(4-chloro-3-fluorophenyl)-1,3,4-oxadiazol-2-yl]-3-hydroxybicyclo[2.2.2]octane-1-yl}acetamide ClC1=C(C=C(OCC(=O)NC23C[C@H](C(CC2)(CC3)C=3OC(=NN3)C3=CC(=C(C=C3)Cl)F)O)C=C1)F